(R)-(-)-1-(4-methoxyphenyl)ethylamine COC1=CC=C(C=C1)[C@@H](C)N